BrCC(=O)C1=NC=CC(=C1)OC=1C=NC(=CC1)[N+](=O)[O-] 2-bromo-1-(4-((6-nitropyridin-3-yl)oxy)pyridin-2-yl)ethan-1-one